9,10-anthracenedioyl-bis(methylene)dipropionic acid C1=CC=CC2=C(C3=CC=CC=C3C(=C12)C(=O)CCCC(=O)O)C(=O)CCCC(=O)O